C1CC12CCN(CC2)C2=NC(=CC=C2N)Br 2-{6-azaspiro[2.5]octan-6-yl}-6-bromopyridin-3-amine